N-(N-((R)-1-benzazepine-2-carbonyl)-N-methylglycyl)-N-methyl-L-valine methyl ester COC([C@@H](N(C)C(CN(C)C(=O)C=1NC2=C(C=CC1)C=CC=C2)=O)C(C)C)=O